4-Dimethylaminopyridin CN(C1=CC=NC=C1)C